(2-(4-methylpiperazin-1-yl)phenyl)methanamine CN1CCN(CC1)C1=C(C=CC=C1)CN